3,3'-dimethoxy-6,5'-diaminobiphenyl COC=1C=C(C(=CC1)N)C1=CC(=CC(=C1)N)OC